NC(C)S(=O)ON aminoethanesulfinic acid, amino ester